14-{6-[(phenylcarbonyl)amino]-9H-purin-9-yl}octahydro-12H-5,8-methanofuro[3,2-l][1,3,6,9,11,2,10]pentaoxadiphosphacyclotetradecine-10-thiolate 10-oxide 2-sulfide C1(=CC=CC=C1)C(=O)NC1=C2N=CN(C2=NC=N1)C1CC2OP(OCC3OCC(OP(OCC2O1)([S-])=O)C3)=S